benzyl (R)-3-(((S)-2-hydroxy-3-(3-sulfamoylphenoxy) propyl) amino)-1-oxa-8-azaspiro[4.5]decane-8-carboxylate O[C@@H](CN[C@H]1COC2(C1)CCN(CC2)C(=O)OCC2=CC=CC=C2)COC2=CC(=CC=C2)S(N)(=O)=O